1-(3,5-difluorophenyl)-3,4-dihydroisoquinoline FC=1C=C(C=C(C1)F)C1=NCCC2=CC=CC=C12